2-(2-(((S)-1-(4-((8-chloro-1,7-naphthyridin-2-yl)amino)bicyclo[2.2.2]Octan-1-yl)ethyl)amino)pyrimidin-5-yl)-N-(oxetan-3-yl)propionamide ClC=1N=CC=C2C=CC(=NC12)NC12CCC(CC1)(CC2)[C@H](C)NC2=NC=C(C=N2)C(C(=O)NC2COC2)C